C(C)(C)(C)OC(N(C[C@H](CC)O)CC1=C(C2=CC=CC=C2C(=C1)F)O)=O (S)-((4-fluoro-1-hydroxynaphthalen-2-yl)methyl)(2-hydroxybutyl)carbamic acid tert-butyl ester